F[C@@H]1CN(CC1)C(=O)[C@H]1CCC2=NN(C(N21)=O)CC2=C(C(=NC=C2)C(F)(F)F)F |&1:8| (5RS)-5-{[(3S)-3-Fluoropyrrolidin-1-yl]carbonyl}-2-{[3-fluoro-2-(trifluoromethyl)pyridin-4-yl]methyl}-2,5,6,7-tetrahydro-3H-pyrrolo[2,1-c][1,2,4]triazol-3-on